FC=1C(=C(OC=2N=NC(=C(C2C#N)C)C)C=CC1F)OC (3,4-difluoro-2-methoxy-phenoxy)-5,6-dimethyl-pyridazine-4-carbonitrile